C(C)(SC(CCCCCCCC\C=C/C\C=C/CCCCC)CCCCCCCC\C=C/C\C=C/CCCCC)=O S-((6Z,9Z,28Z,31Z)-heptatriaconta-6,9,28,31-tetraen-19-yl) ethanethioate